NCCCC1C(=O)NCC1 aminopropylbutyrolactam